BrC1=C2CCNCC2=CC=C1F (R)-5-bromo-6-fluoro-1,2,3,4-tetrahydroisoquinoline